C(C)C1=NC(=C2N1CCN=C2)C=2C=CC=C1C=C(N=CC21)O 3-ethyl-1-(3-hydroxyisoquinolin-8-yl)-5,6-dihydroimidazo[1,5-a]pyrazin